ClC1=CC=2SCCC3N(C2N=C1)CCN(C3)C(CCOCCC)=O 1-(3-(3-chloro-6,7,7a,8,10,11-hexahydro-9H-pyrazino[1,2-d]pyrido[3,2-b][1,4]thiazepin-9-yl)-3-oxopropoxy)propan